C(C1=CC2=C(N=C(N=C2)NC2CCN(CC2)S(=O)(=O)C([2H])([2H])[2H])N(C1=O)[C@H]1[C@H](CCC1)C)([2H])([2H])[2H] (-)-6-(methyl-d3)-8-((1R,2S)-2-methylcyclopentyl)-2-((1-((methyl-d3)sulfonyl)piperidin-4-yl)amino)pyrido[2,3-d]pyrimidin-7(8H)-one